BrC1=CC(=C(C=C1)C1=CN=C(S1)[C@@H]1CC[C@H](CC1)NC(OC(C)C)=O)S(NC(C)(C)C)(=O)=O isopropyl (trans-4-(5-(4-bromo-2-(N-(tert-butyl)sulfamoyl)phenyl) thiazol-2-yl)cyclohexyl)carbamate